C(C)(=O)C1=C(C=C(C(=N1)C1=NC2=C(N1C)C=CC(=C2)SC(F)(F)F)C(=O)O)C 6-acetyl-5-methyl-2-[1-methyl-5-(trifluoromethylthio)benzimidazol-2-yl]pyridine-3-carboxylic acid